(S)-3-(benzo[d][1,3]dioxol-4-yl)-2-(dimethylamino)propanamide O1COC2=C1C=CC=C2C[C@@H](C(=O)N)N(C)C